(S)-(1-(6-(benzyloxy)-5-(trifluoromethyl)pyridin-3-yl)pyrrolidin-2-yl)methyl 4-(5-(trifluoromethyl)pyrimidin-2-yl)piperazine-1-carboxylate FC(C=1C=NC(=NC1)N1CCN(CC1)C(=O)OC[C@H]1N(CCC1)C=1C=NC(=C(C1)C(F)(F)F)OCC1=CC=CC=C1)(F)F